[Ir]Cl Iridium (I) chloride